C1(CC1)C(=O)NC1=CC(=C(OC2CN(C2)C(=O)OC(C)(C)C)C=C1)C=1C(=NOC1C)C Tert-butyl 3-[4-(cyclopropanecarbonylamino)-2-(3,5-dimethylisoxazol-4-yl)phenoxy]azetidine-1-carboxylate